1,6-bis(glycidyloxy)naphthalene C(C1CO1)OC1=CC=CC2=CC(=CC=C12)OCC1CO1